FC1=C(CN2C(C3(CC2)CCN(CC3)C(=O)C3=CN=CO3)=O)C=C(C=C1)F 2-(2,5-difluorobenzyl)-8-(oxazole-5-carbonyl)-2,8-diazaspiro[4.5]Decan-1-one